tert-butyl (5-(2-(2-(3,4-difluorophenyl)-5-methylpiperidin-1-yl)-2-oxoacetamido)-3-methylpyridin-2-yl)carbamate FC=1C=C(C=CC1F)C1N(CC(CC1)C)C(C(=O)NC=1C=C(C(=NC1)NC(OC(C)(C)C)=O)C)=O